ClC=1C=C(CC2(CCC2)OC(=O)N[C@H](C(=O)NC(C(=O)OC)CC2C(NC3(C2)CCOCC3)=O)CC(C)C)C=CC1 methyl 2-((S)-2-(((1-(3-chlorobenzyl)cyclobutoxy)carbonyl)amino)-4-methylpentanamido)-3-(2-oxo-8-oxa-1-azaspiro[4.5]decan-3-yl)propanoate